C1(=CC=CC=C1)NNC(=O)C=1C(=NN(C1)C=1SC=CN1)C(F)(F)F N'-phenyl-1-(thiazol-2-yl)-3-(trifluoromethyl)-1H-pyrazole-4-carbohydrazide